ICC(=O)OCCCCCCCCCCCCCCCCCCC nonadecyl iodoacetate